(E)-1-(4-Methoxybenzyl)-3-(2-(pyridin-4-yl)vinyl)-1H-indazole-6-carbaldehyde COC1=CC=C(CN2N=C(C3=CC=C(C=C23)C=O)\C=C\C2=CC=NC=C2)C=C1